bis(trimethoxysilyl)amine CO[Si](OC)(OC)N[Si](OC)(OC)OC